C(C1=CC=CC=C1)OCC1=NN(C(N1CC)=O)C=1C=C2C=CN=C(C2=C(C1)OC(C)C)Cl 3-((benzyloxy)methyl)-1-(1-chloro-8-isopropoxyisoquinolin-6-yl)-4-ethyl-1H-1,2,4-triazol-5(4H)-one